4-bromo-3,5-difluoro-N-(8-fluoro-6-oxo-2,4,5,6-tetrahydro-1H-pyrano[3,4-c]isoquinolin-1-yl)-N-methylbenzamide BrC1=C(C=C(C(=O)N(C)C2COCC=3NC(C=4C=C(C=CC4C32)F)=O)C=C1F)F